O1CCC(=CC1)C1=NN2C(N(C(=C(C2=O)N2C[C@H](NCC2)C)CC)CC(=O)NC2=C(C=C(C=C2)C(F)(F)F)C)=N1 (R)-2-(2-(3,6-dihydro-2H-pyran-4-yl)-5-ethyl-6-(3-methylpiperazine-1-yl)-7-oxo-[1,2,4]triazolo[1,5-a]pyrimidin-4(7H)-yl)-N-(2-methyl-4-(trifluoromethyl)phenyl)acetamide